FC1=CC(=CC2=CN(N=C12)C1CCNCC1)C=1C=C2C=CC(=NC2=CC1)C 6-[7-fluoro-2-(4-piperidinyl)indazol-5-yl]-2-methyl-quinoline